C(C1=CC=CC=C1)C1=C(OCC=2C=C(C=CC2OC)/C=C/C(=O)C2=CC=C(C=C2)O)C=CC=C1 (E)-3-[3-[(2-Benzylphenoxy)methyl]-4-methoxyphenyl]-1-(4-hydroxyphenyl)prop-2-en-1-one